NC=1SCC(N1)=O 2-amino-1,3-thiazoline-4-one